NC1=NN2C(C=C(C=C2)C=2C=NC(=NC2)CO[C@@H]2[C@H](CCC2)O)=C1 (1S,2S)-2-((5-(2-Aminopyrazolo[1,5-a]pyridin-5-yl)pyrimidin-2-yl)methoxy)cyclopentan-1-ol